C(C(C)C)C1=CC=C(C=C1)C(CCC(=O)C1=CC=C(C=C1)CC(C)C)=O 1,4-bis(4-isobutylphenyl)butane-1,4-dione